[Si](C)(C)(C(C)(C)C)OC(C(COS(=O)(=O)C1=CC=C(C=C1)C)=C)C 4-Methylbenzenesulfonic acid 3-((tert-butyldimethylsilyl) oxy)-2-methylenebutyl ester